(E) or (Z)-1-tert-butyl-4-(hydroxyimino)-3-methyl-9-oxo-4,9-dihydro-1H-naphtho[2,3-d]imidazol-3-ium C(C)(C)(C)N1C=[N+](C2=C1C(C1=CC=CC=C1C2=NO)=O)C